1-(6-(4-isopropyl-4H-1,2,4-triazol-3-yl)pyridin-2-yl)-3-(2-morpholinopyridin-4-yl)imidazolidin-2-one C(C)(C)N1C(=NN=C1)C1=CC=CC(=N1)N1C(N(CC1)C1=CC(=NC=C1)N1CCOCC1)=O